FC=1C=C(C2=C(C(=C(O2)[C@@H](C(F)(F)F)NC(OC2=CC=CC=C2)=O)C)C1)F phenyl N-[(1S)-1-(5,7-difluoro-3-methyl-1-benzofuran-2-yl)-2,2,2-trifluoroethyl]carbamate